N-((1,2,3,5,6,7-hexahydro-s-indacen-4-yl)carbamoyl)-1-isopropyl-3-methyl-1H-pyrazole-4-sulfonamide, sodium salt [Na].C1CCC2=C(C=3CCCC3C=C12)NC(=O)NS(=O)(=O)C=1C(=NN(C1)C(C)C)C